2,2':6',6''-terpyridyl N1=C(C=CC=C1)C1=NC(=CC=C1)C1=CC=CC=N1